4-[(2S)-2-[2-Methyl-3-(trideuteriomethoxy)phenyl]-2,5-dihydro-1H-pyrrol-3-yl]pyridine CC1=C(C=CC=C1OC([2H])([2H])[2H])[C@H]1NCC=C1C1=CC=NC=C1